FC=1C(=CC=C2C(=NN(C12)C)C1C(NC(CC1)=O)=O)C1CCN(CC1)CC1CCNCC1 3-(7-fluoro-1-methyl-6-(1-(piperidin-4-ylmethyl)piperidin-4-yl)-1H-indazol-3-yl)piperidine-2,6-dione